FC(C(=O)O)(F)F.FC(C(=O)O)(F)F.NC1=CC=C(C(=N1)C)CNC([C@H](C)NC(=O)[C@@H]1N(CC[C@@H](C1)C1=CC=CC=C1)CCNS(=O)(=O)C)=O (2R,4S)-N-((S)-1-(((6-amino-2-methylpyridin-3-yl)methyl)amino)-1-oxopropan-2-yl)-1-(2-(methylsulfonylamino)ethyl)-4-phenylpiperidine-2-carboxamide di-trifluoroacetate